N,N-bis(2-hydroxyethyl)-N-methyl-ammonium bromide [Br-].OCC[NH+](C)CCO